(S)-2-(4-tert-Butyl-benzenesulfonylamino)-octanedioic acid C(C)(C)(C)C1=CC=C(C=C1)S(=O)(=O)N[C@H](C(=O)O)CCCCCC(=O)O